C(N)(=O)CCN1C=C(C(C2=CC(=CC=C12)CC1=C(C(=CC=C1)Cl)Cl)=O)C(=O)O 1-(2-Carbamoylethyl)-6-(2,3-dichlorobenzyl)-4-oxo-1,4-dihydroquinoline-3-carboxylic acid